nitrophthalic anhydride [N+](=O)([O-])C1=C2C(C(=O)OC2=O)=CC=C1